CC1=C(C=NC=C1)C=1C=C(C(=O)NC=2SC=C(N2)C)C=C(C1)C(F)(F)F 3-(4-methylpyridin-3-yl)-N-(4-methylthiazol-2-yl)-5-(trifluoromethyl)benzamide